5-((6-(1-methyl-1H-pyrazol-5-yl)-1-oxoisoquinolin-2(1H)-yl)methyl)benzamide CN1N=CC=C1C=1C=C2C=CN(C(C2=CC1)=O)CC=1C=CC=C(C(=O)N)C1